O[N+](=O)C=1OC(=CC1)CO hydroxy-[5-(hydroxymethyl)-2-furyl]-oxo-ammonium